(2-propylheptyl) pyromellitate C(C=1C(C(=O)[O-])=CC(C(=O)[O-])=C(C(=O)[O-])C1)(=O)OCC(CCCCC)CCC